C1(CC1)C=1N=C(N=NC1C1=C(C=C(C=C1)C#C)O)N[C@H]1CN(CCC1)C1CC1 (R)-2-(5-cyclopropyl-3-((1-cyclopropylpiperidin-3-yl)amino)-1,2,4-triazin-6-yl)-5-ethynylphenol